1-(4-((1-(2-cyano-6-(1H-pyrazol-1-yl)pyridin-3-yl)piperidin-4-yl)methyl)pyridin-2-yl)-3-ethylurea C(#N)C1=NC(=CC=C1N1CCC(CC1)CC1=CC(=NC=C1)NC(=O)NCC)N1N=CC=C1